8-ethynyl-7-fluoro-1-(8-fluoro-4-(methyl(((S)-pyrrolidin-2-yl)methyl)amino)-2-(8-methyl-3,8-diazabicyclo[3.2.1]octan-3-yl)pyrido[4,3-d]pyrimidin-7-yl)isoquinolin-3(2H)-one C(#C)C1=C(C=CC2=CC(NC(=C12)C1=C(C=2N=C(N=C(C2C=N1)N(C[C@H]1NCCC1)C)N1CC2CCC(C1)N2C)F)=O)F